N-(2-cyclopropyl-9H-xanthen-9-yl)-2-oxo-6-(trifluoromethyl)-1,2-dihydropyridine-3-carboxamide C1(CC1)C1=CC=2C(C3=CC=CC=C3OC2C=C1)NC(=O)C=1C(NC(=CC1)C(F)(F)F)=O